F[C@@H]1CN(CC1)C1=NC=C(C=N1)C=1SC(=CN1)C(=O)NC1=CC=NC=C1 (S)-2-(2-(3-fluoropyrrolidin-1-yl)pyrimidin-5-yl)-N-(pyridin-4-yl)thiazole-5-carboxamide